N-{3-[8-bromo-3-(2,2,2-trifluoroethyl)imidazo[1,2-a]pyridin-2-yl]prop-2-yn-1-yl}-2-methoxy-4-(propane-2-sulfonyl)aniline BrC=1C=2N(C=CC1)C(=C(N2)C#CCNC2=C(C=C(C=C2)S(=O)(=O)C(C)C)OC)CC(F)(F)F